3-[5-fluoro-2-(4-fluorophenyl)-1H-indol-3-yl]-N-[(1S)-2,2,2-trifluoro-1-(hydroxymethyl)ethyl]propanamide FC=1C=C2C(=C(NC2=CC1)C1=CC=C(C=C1)F)CCC(=O)N[C@H](C(F)(F)F)CO